(6-(3-Cyclopropyl-4-methylphenyl)-2-azaspiro[3.3]heptan-2-yl)((1s,3s)-3-hydroxy-3-methylcyclobutyl)methanon C1(CC1)C=1C=C(C=CC1C)C1CC2(CN(C2)C(=O)C2CC(C2)(C)O)C1